NC(C)(C)C1=CC=C(C=N1)[C@@H]1C[C@H](C1)C1=NN2C(=NC=3C(=CC(=CC3C2=N1)F)OC)N 2-{trans-3-[6-(2-aminopropan-2-yl)pyridin-3-yl]cyclobutyl}-9-fluoro-7-methoxy[1,2,4]triazolo[1,5-c]quinazolin-5-amine